(4-hydroxyphenyl)(6-methoxy-2-(4-methoxyphenyl)benzo[b]thiophen-3-yl)methanone OC1=CC=C(C=C1)C(=O)C=1C2=C(SC1C1=CC=C(C=C1)OC)C=C(C=C2)OC